C(C1=CC=CC=C1)OC1=C(C(=CC(=C1)O)O)C(=O)N1CC2=CC=CC(=C2C1)NCC1COCC1 (2-(Benzyloxy)-4,6-dihydroxyphenyl)(4-(((tetrahydrofuran-3-yl)methyl)amino)isoindolin-2-yl)methanone